N,N'-bis(9,9-dimethyl-fluoren-2-yl)-N,N'-diphenyl-benzidine CC1(C2=CC=CC=C2C=2C=CC(=CC12)N(C1=CC=C(C=C1)C1=CC=C(N(C2=CC=CC=C2)C2=CC=3C(C4=CC=CC=C4C3C=C2)(C)C)C=C1)C1=CC=CC=C1)C